N-(2-methylphenyl)-2-propylamine CC1=C(C=CC=C1)NC(C)C